2-[4-[2-[(2S)-2-methylazetidin-1-yl]-6-(trifluoromethyl)pyrimidin-4-yl]pyrazol-1-yl]-1-[(3S)-3-methylpiperazin-1-yl]ethanone C[C@@H]1N(CC1)C1=NC(=CC(=N1)C=1C=NN(C1)CC(=O)N1C[C@@H](NCC1)C)C(F)(F)F